FC=1C=C(C(=NC1)C(=O)N[C@H](C(=O)O)CCN(CCCCC1=NC=2NCCCC2C=C1)CCOC(C)C)C(F)(F)F (S)-2-(5-fluoro-3-(trifluoromethyl)picolinamido)-4-((2-isopropoxyethyl)(4-(5,6,7,8-tetrahydro-1,8-naphthyridin-2-yl)butyl)amino)butanoic acid